COC1=CC=C(CN(C(O)=O)C2(COC2)CNC2=NC(=NC3=CC=C(C=C23)C)Cl)C=C1.BrC(=C(Cl)C1=CC=CC=C1)Br (2,2-dibromo-1-chlorovinyl)benzene 4-methoxybenzyl-(3-(((2-chloro-6-methylquinazolin-4-yl)amino)methyl)oxetan-3-yl)carbamate